C(C)(C)(C)C1=CC=C(C=C1)C1=CC=C(C=C1)ON1N=NC(=C1)C(=O)O ((4'-(tert-butyl)-[1,1'-biphenyl]-4-yl)oxy)-1H-1,2,3-triazole-4-carboxylic acid